4-oxo-4H-thieno[3,2-d]thiazine O=C1NSC=C2C1=CCS2